N1(N=CC=C1)CC1CCOC2=C(O1)C=CC(=C2C#N)F ((1H-pyrazol-1-yl)methyl)-7-fluoro-3,4-dihydro-2H-benzo[b][1,4]dioxepin-6-carbonitrile